C(CCCCC)B1OCCO1 2-hexyl-1,3,2-dioxaborolan